P(=O)(OCC)(OCC)OCCN1C2=CC=CC=C2OC=2C=CC=CC12 diethyl (2-(10H-phenoxazin-10-yl) ethyl) phosphate